malic acid-d C(C(O)CC(=O)O[2H])(=O)O